NC1(CCC1)CNC1=CC=CC=C1 N-((1-aminocyclobutyl)methyl)aniline